FC(C(=O)O)(F)F.C12CN(CC(N1)C2)C2=CC=C(C=N2)C=2C=1N(C=C(C2)O)N=CC1C#N 4-(6-(3,6-diazabicyclo[3.1.1]heptan-3-yl)pyridin-3-yl)-6-hydroxyl-pyrazolo[1,5-a]pyridine-3-carbonitrile trifluoroacetate